N(=[N+]=[N-])C(C)N1N=CC(=CC1=O)Cl 2-(1-azidoethyl)-5-chloro-pyridazin-3-one